2-((1-(6-methyl-4-oxo-2-(pyridin-4-yl)-4H-chromen-8-yl)ethyl)amino)benzoic acid CC=1C=C2C(C=C(OC2=C(C1)C(C)NC1=C(C(=O)O)C=CC=C1)C1=CC=NC=C1)=O